ClC1=C(C=CC(=C1)OC1=CC=CC=C1)C(C1=CNC2=C1C1=C(NC(C3(N1)COC(CC3)CO)=O)C=N2)O trans-9'-((2-chloro-4-phenoxyphenyl)(hydroxy)methyl)-6-(hydroxymethyl)-4',5,6,7'-tetrahydro-2h,4h-spiro[pyran-3,2'-pyrrolo[3',2':5,6]pyrido[3,4-b]pyrazin]-3'(1'h)-one